C(=O)OCC1=CC=CO1 furfuryl methanoate